O=C1NC(CCC1N1C(C2=CC=C(C=C2C1=O)NCCOCCOCCOCCOCCC(=O)O)=O)=O 1-((2-(2,6-dioxopiperidin-3-yl)-1,3-dioxoisoindolin-5-yl)amino)-3,6,9,12-tetraoxapentadecane-15-oic acid